((3-Cyclopropyl-5-(2-(phenylsulfonyl)-acetamido)phenyl)carbamoyl)(3-((1R,4R)-4-((dimethylamino)methyl)cyclohexyl)-1,2,3-oxadiazol-3-ium-5-yl)amide C1(CC1)C=1C=C(C=C(C1)NC(CS(=O)(=O)C1=CC=CC=C1)=O)NC(=O)[N-]C1=C[N+](=NO1)C1CCC(CC1)CN(C)C